FC=1C(=CC(=C(NC2C(NC(CC2)=O)=O)C1)OC)C1CCNCC1 3-[5-fluoro-2-methoxy-4-(4-piperidyl)anilino]piperidine-2,6-dione